N1(N=NC=C1)CCC(=O)N1CC(=CCC1)C1=CC(=C2C=C(NC2=C1F)C(=O)OC)C=1C(=NC=CC1)OC methyl 6-(1-(3-(1H-1,2,3-triazol-1-yl)propanoyl)-1,2,5,6-tetrahydropyridin-3-yl)-7-fluoro-4-(2-methoxypyridin-3-yl)-1H-indole-2-carboxylate